3-(5-(1H-pyrrol-2-yl)pyridin-3-yl)phenyl octylcarbamate C(CCCCCCC)NC(OC1=CC(=CC=C1)C=1C=NC=C(C1)C=1NC=CC1)=O